COC(C1=C(C=CC(=C1)I)SCC(OC)OC)=O.O(C1=CC=CC=C1)C1=CC=C(C=C1)C1=NC=CC=C1 2-(4-phenoxyphenyl)pyridine methyl-2-(2,2-dimethoxyethylsulfanyl)-5-iodo-benzoate